[N+](=O)([O-])C=1C=C(C=CC1)C#CCNC(OC(C)(C)C)=O tert-butyl (3-(3-nitrophenyl)prop-2-yn-1-yl)carbamate